N2-(diisopropylphosphino)benzamidine C(C)(C)P(N=C(C1=CC=CC=C1)N)C(C)C